ClCC(CCCN1C(C2=CC=CC=C2C1=O)=O)=O 2-(5-Chloro-4-oxopentyl)isoindoline-1,3-dione